BrC1CC(C1)C1=CC(=CC=C1)F 1-(3-bromocyclobutyl)-3-fluorobenzene